C(C)(C)(C)OC1=NC=C(C(=N1)OC(C)(C)C)C1=NN2C(C(=NC=C2)N2CC(C(C2)(C)C)(F)F)=C1 2-(2,4-ditert-butoxypyrimidin-5-yl)-4-(3,3-difluoro-4,4-dimethyl-pyrrolidin-1-yl)pyrazolo[1,5-a]pyrazine